FC(N1N=C2C(N=CC(=C2)B(O)O)=N1)(F)F [2-(trifluoromethyl)-2H-[1,2,3]triazolo[4,5-b]pyridin-6-yl]boronic acid